NC1C=2C=CC(=CC2C(CC1)(F)F)C#N 5-Amino-8,8-difluoro-5,6,7,8-tetrahydronaphthalene-2-carbonitrile